CC(CC(=O)O)(CC(C)C)C 3,3,5-trimethylhexanoic acid